C1(CC1)C=1N=NN(C1)[C@H](C(=O)N1[C@@H](C[C@H](C1)O)C(=O)NCC1=NN2C(N=CC=C2)=N1)C(C)(C)C (2S,4R)-1-[(2S)-2-(4-cyclopropyltriazol-1-yl)-3,3-dimethyl-butanoyl]-4-hydroxy-N-([1,2,4]triazolo[1,5-a]pyrimidin-2-ylmethyl)pyrrolidine-2-carboxamide